benzyl-2-(4-chlorophenyl)-1H-benzo[d]Imidazole-6-carbonitrile C(C1=CC=CC=C1)N1C(=NC2=C1C=C(C=C2)C#N)C2=CC=C(C=C2)Cl